[Ti].[Ni].[Cu] copper nickel-titanium